C(C)(=O)OC1=CC=C(C=C1)OB(O)O 4-acetoxyphenylboric acid